(R)-8-(1-((6-chloro-2-(1-hydroxy-1,3-dihydrobenzo[c][1,2]oxaborol-6-yl)pyridin-3-yl)amino)ethyl)-2-cyclopropyl-3,6-dimethyl-4H-chromen-4-one ClC1=CC=C(C(=N1)C=1C=CC2=C(B(OC2)O)C1)N[C@H](C)C=1C=C(C=C2C(C(=C(OC12)C1CC1)C)=O)C